1-(4-(2-(4-bromophenyl)propan-2-yl)thiazol-2-yl)-3-(4-(piperazin-1-ylmethyl)benzyl)urea BrC1=CC=C(C=C1)C(C)(C)C=1N=C(SC1)NC(=O)NCC1=CC=C(C=C1)CN1CCNCC1